1-phenyl-1H-1,2,4-triazole C1(=CC=CC=C1)N1N=CN=C1